CC(C)(C)NC(C(F)(F)F)C1=CC=C(C=C1)[N+](=O)[O-] 2-methyl-N-(2,2,2-trifluoro-1-(4-nitrophenyl)ethyl)propan-2-amine